C1(=C(C=CC=C1)[C@@H]1NCCC2=CC=C(C=C12)C(=O)OC)C methyl (S)-1-(o-tolyl)-1,2,3,4-tetrahydroisoquinoline-7-carboxylate